NC1=NC=2C=CN(C(C2C=C1C(=O)NCC1=NC=CC=C1)=O)CC1=CC=CC=C1 2-amino-6-benzyl-5-oxo-N-(pyridin-2-ylmethyl)-5,6-dihydro-1,6-naphthyridine-3-carboxamide